4-((4-(2-(2,6-dioxopiperidin-3-yl)-1,3-dioxoisoindolin-5-yl)piperidin-1-yl)methyl)piperidine O=C1NC(CCC1N1C(C2=CC=C(C=C2C1=O)C1CCN(CC1)CC1CCNCC1)=O)=O